ClC=1C(=CC=C2N=CC(=NC12)C=1C=NN(C1)CC(=O)N1CCCC1)OC=1C=CC2=C(NC(=N2)C)C1 (4-(8-chloro-7-((2-methyl-1H-benzo[d]imidazol-6-yl)oxy)quinoxalin-2-yl)-1H-pyrazol-1-yl)-1-(pyrrolidin-1-yl)ethan-1-one